C1C=2N(CCN1)C1C(C2)=CC=C1 tetrahydro-2H-cyclopenta[4,5]pyrrolo[1,2-a]pyrazin